ClC=1C=C(C=C(C1OC1=NC(=C(C=C1)[N+](=O)[O-])\C=C\N(C)C)Cl)/N=C/N(C)C (E)-N'-(3,5-dichloro-4-((6-((E)-2-(dimethylamino)vinyl)-5-nitropyridin-2-yl)oxy)phenyl)-N,N-dimethylformimidamide